C(C)OC(=O)C1=NN(C(=C1Br)CC)C.NC1=NC(=CC(=N1)NCCCC)CC1=CC=C(C=C1)CN1CCCC1 2-Amino-4-(butylamino)-6-(4-(pyrrolidin-1-ylmethyl)benzyl)pyrimidine ethyl-4-bromo-5-ethyl-1-methyl-1H-pyrazole-3-carboxylate